N-((4-(5-Amino-4-cyano-1-(1,1,1-trifluoro-2-methylpropan-2-yl)-1H-pyrazol-3-yl)-1-((2-(trimethylsilyl)ethoxy)methyl)-1H-indazol-7-yl)methyl)-5-fluoro-2-methoxybenzamide NC1=C(C(=NN1C(C(F)(F)F)(C)C)C1=C2C=NN(C2=C(C=C1)CNC(C1=C(C=CC(=C1)F)OC)=O)COCC[Si](C)(C)C)C#N